CN(CCCOC=1C=C(C=CC1)N1N=C(C2=C1N(C([C@H]([C@H]2C2=CC=C(C=C2)F)NC(C2=CC(=CC=C2)C(F)(F)F)=O)=O)CC)C)C |r| N-[rac-(4S,5S)-1-[3-[3-(dimethylamino)propoxy]phenyl]-7-ethyl-4-(4-fluorophenyl)-3-methyl-6-oxo-4,5-dihydropyrazolo[3,4-b]pyridine-5-yl]-3-(trifluoromethyl)benzamide